(R)-7-(4-(1-methyl-1H-pyrazol-4-yl)phenyl)-2-(1,1,1-trifluoro-3-hydroxy-3-methylbutan-2-yl)isoindolin-1-one CN1N=CC(=C1)C1=CC=C(C=C1)C=1C=CC=C2CN(C(C12)=O)[C@@H](C(F)(F)F)C(C)(C)O